C(C(=C)C)(=O)OC[Si](OCC)(OCC)OCC (methacryloxymethyl)triethoxysilane